COC=1C=C(C=C(C1)OC)OC(CC)=O.C(CC)OC1=CC=C(C(C(=O)O)O)C=C1 4-propoxymandelic acid 3,5-dimethoxy-phenylpropanoate